1-{[2-(dimethylamino)ethyl]carbamoyl}azetidine CN(CCNC(=O)N1CCC1)C